COCCOC(C=C)=O propenoic acid 2-methoxyethyl ester